C1(CC1)C1=NC=NC(=C1C=1N=C(C2=C(N1)CN(C2)C#N)NCC2=CC=C(C=C2)C=2N(C=C(N2)C(F)(F)F)C)OC 2-(4-cyclopropyl-6-methoxypyrimidin-5-yl)-4-((4-(1-methyl-4-(trifluoromethyl)-1H-imidazol-2-yl)benzyl)amino)-5,7-dihydro-6H-pyrrolo[3,4-d]pyrimidine-6-carbonitrile